6-((4-(Benzyloxy)phenyl)amino)-1-cyclopentyl-3-methyl-1,3-dihydro-2H-imidazo[4,5-c]pyridin-2-one C(C1=CC=CC=C1)OC1=CC=C(C=C1)NC1=CC2=C(C=N1)N(C(N2C2CCCC2)=O)C